C(C1=CC=CC=C1)OCC1CC(C1)OCCCO 3-((1r,3r)-3-((benzyloxy)methyl)cyclobutoxy)propan-1-ol